ethyl P-(4-(5-(chlorodifluoromethyl)-1,2,4-oxadiazol-3-yl)phenyl)-N-(m-tolyl)phosphonamidate ClC(C1=NC(=NO1)C1=CC=C(C=C1)P(OCC)(=O)NC=1C=C(C=CC1)C)(F)F